C(CCCCCC(C)C)C=1C(=C(C(=C(C1C(=O)O)C(=O)O)CCCCCCC(C)C)C(=O)O)CCCCCCC(C)C triisononyl-1,2,4-benzenetricarboxylic acid